5'-(1-(4-amino-1,3-dihydrofuro[3,4-c][1,7]naphthyridine-8-carbonyl)piperidin-2-yl)-7'-chloro-1'-methylspiro[cyclopropane-1,3'-indolin]-2'-one NC1=NC=2C=NC(=CC2C2=C1COC2)C(=O)N2C(CCCC2)C=2C=C1C3(C(N(C1=C(C2)Cl)C)=O)CC3